(4'-Chloro-[1,1'-biphenyl]-2-yl)(piperidin-4-yl)methanone ClC1=CC=C(C=C1)C1=C(C=CC=C1)C(=O)C1CCNCC1